FC(CC)(F)C1=NC=2C(=NC(=CC2)C(F)(F)F)N1C=1C=C2C=NNC2=CC1 1,1-Difluoropropyl-3-(1H-indazol-5-yl)-5-trifluoromethylimidazo[4,5-b]pyridine